ClC=1C(=NC(=NC1)NC1=CC(=NC=C1)C#CCCNC(OC(C)(C)C)=O)NC1=C(C=CC=C1)NC(=O)OCC[Si](C)(C)C tert-Butyl N-(4-{4-[(5-chloro-4-{[2-({[2-(trimethylsilyl)ethoxy]carbonyl}amino) phenyl] amino}pyrimidin-2-yl)amino]pyridin-2-yl}but-3-yn-1-yl)carbamate